N=1C=NN2C1C=CC(=C2)C=2C(=CN1N=C(N=C(C12)OC)NC1CC(C1)(C)NC(C([2H])([2H])[2H])=O)F N-((1r,3r)-3-((5-([1,2,4]triazolo[1,5-a]pyridin-6-yl)-6-fluoro-4-methoxypyrrolo[2,1-f][1,2,4]triazin-2-yl)amino)-1-methylcyclobutyl)acetamide-2,2,2-d3